CC=1N=C2N(C=C(N=C2C)C2=CC(=C(C=C2)C2=CC=C(N=N2)C2CN(C2)C(=O)OC(C)(C)C)OCOC)C1 tert-butyl 3-(6-(4-(2,8-dimethylimidazo[1,2-a]pyrazin-6-yl)-2-(methoxymethoxy)phenyl)pyridazin-3-yl)azetidine-1-carboxylate